1,3-dichloro-tetramethyldisilazane Cl[Si](N[Si](Cl)(C)C)(C)C